C(C(=O)C)(=O)[O-].[Na+] sodium pyruvate salt